N-((1S,2S)-2-aminocyclopentyl)-4-((3-(2,3-difluoro-4-methoxyphenyl)imidazo[1,2-a]pyrazin-8-yl)amino)-2-ethylbenzamide N[C@@H]1[C@H](CCC1)NC(C1=C(C=C(C=C1)NC=1C=2N(C=CN1)C(=CN2)C2=C(C(=C(C=C2)OC)F)F)CC)=O